C(CC)C1=NC=2C(=CC=3C(=NSN3)C2)N1 6-propyl-5H-imidazo[5,4-f]-2,1,3-benzothiadiazole